Cl.FC1=CC=C(C=C1)C(N1[C@@H](CN[C@H](C1)C)COCC)C1=CC=C(C=C1)F (2s,5s)-1-(bis(4-fluorophenyl)methyl)-2-(ethoxymethyl)-5-methylpiperazine hydrochloride